N-(2-((3R,SR)-3-fluoro-5-((5-(trifluoromethyl)pyrimidin-2-yl)amino)piperidin-1-yl)-1,6-dimethyl-1H-benzo[d]imidazol-5-yl)-4-methylpent-3-enamide F[C@H]1CN(C[C@H](C1)NC1=NC=C(C=N1)C(F)(F)F)C1=NC2=C(N1C)C=C(C(=C2)NC(CC=C(C)C)=O)C |&1:5|